2,6-Difluoro-3-(1-methyl-6-(7-oxa-4-azaspiro[2.5]octan-4-yl)-1H-pyrazolo[4,3-c]pyridazin-3-yl)-5-(trifluoromethyl)phenol FC1=C(C(=C(C=C1C1=NN(C2=C1N=NC(=C2)N2C1(CC1)COCC2)C)C(F)(F)F)F)O